4-(2-fluoroallyloxy)-4,5-dimethyl-1,3-dioxan-2-one FC(COC1(OC(OCC1C)=O)C)=C